2-(morpholin-4-yl)ethyl {4-[2-(4-fluorophenyl)-4-oxo-1,3-thiazolidin-3-yl]-3-methylphenoxy}acetate FC1=CC=C(C=C1)C1SCC(N1C1=C(C=C(OCC(=O)OCCN2CCOCC2)C=C1)C)=O